FC(C(=O)O)(F)F.CC(C#C)O but-3-yn-2-ol trifluoroacetate salt